C(C)(C)(C)C1=CC=C(C=C1)N1N=C(C=C1C1(C#N)CC=CC=C1)C(=O)N1CC(CCC1)NC 1-(4-(tert-butyl)phenyl-3-(3-methylaminopiperidine-1-carbonyl)-1H-pyrazol-5-yl)benzonitrile